C(C)(C)(C)OC(=O)N1[C@@H](C[C@@H](C1)O[Si](C)(C)C(C)(C)C)C=1C=NC(=CC1)N1CC2CC2C1 (2S,4S)-2-(6-(3-azabicyclo[3.1.0]hex-3-yl)pyridin-3-yl)-4-((tert-butyldimethylsilyl)oxy)pyrrolidine-1-carboxylic acid tert-butyl ester